ClC=1C=C(C=CC1)[C@H](C)N1N=C(C=C1C(=O)OC)C(NC)=O methyl (S)-1-(1-(3-chlorophenyl)ethyl)-3-(methylcarbamoyl)-1H-pyrazole-5-carboxylate